2-trimethoxysilylacetic acid CO[Si](CC(=O)O)(OC)OC